S(=O)(=O)(O)O.C(CC)C(COCC(CCCCC)CCC)CCCCC 2-propylheptyl ether sulphate